N-(2-Azidoethyl)-2-methyl-4,9-dioxo-4,9-dihydronaphtho[2,3-b]furan-3-carboxamide N(=[N+]=[N-])CCNC(=O)C=1C2=C(OC1C)C(C1=CC=CC=C1C2=O)=O